BrOC=1C(C(=O)[O-])=CC=CC1.C(C)[N+](C)(CC)CC triethylmethyl-ammonium bromosalicylate